The molecule is a phenolate anion that is the conjugate base of catechol. It has a role as a plant metabolite. It is a conjugate base of a catechol. It is a conjugate acid of a catecholate(2-). C1=CC=C(C(=C1)O)[O-]